(S)-N-(2,4-difluoro-3-vinylphenyl)-N-methyl-3-(6-methyl-4-(trifluoromethyl)pyridin-2-yl)-2-oxooxazolidine-4-carboxamide FC1=C(C=CC(=C1C=C)F)N(C(=O)[C@H]1N(C(OC1)=O)C1=NC(=CC(=C1)C(F)(F)F)C)C